C(#N)/C(/C(=O)NC=1C=CC=C2C(=CNC12)C1=CC(=NC=C1)NC(=O)C1CC1)=C\C=1SC=CC1 (E)-N-(4-(7-(2-Cyano-3-(thiophen-2-yl)acrylamido)-1H-indol-3-yl)pyridin-2-yl)cyclopropancarboxamid